C[SiH](C)[Zr](C1C=CC=2CCCCC12)C1C=CC=2CCCCC12 rac-dimethylsilyl-bis(4,5,6,7-tetrahydroindenyl)zirconium